3,6-bis(3-hydroxyphenyl)-1,2,4,5-tetrazine OC=1C=C(C=CC1)C=1N=NC(=NN1)C1=CC(=CC=C1)O